BrC1CCCCC1 bromocyclohexane